(1R,2S,5S)-3-(tert-butoxycarbonyl)-3-azabicyclo[3.1.0]hexane-2-carboxylic acid C(C)(C)(C)OC(=O)N1[C@@H]([C@@H]2C[C@@H]2C1)C(=O)O